6-((1S,2S)-2-(4-Cyclopropyl-1H-pyrazol-1-yl)cyclobutyl)-4-oxo-1-((R)-1-(6-(trifluoromethyl)pyridin-3-yl)ethyl)-4,5-dihydro-1H-pyrazolo[3,4-d]pyrimidin-3-carbonitril C1(CC1)C=1C=NN(C1)[C@@H]1[C@H](CC1)C=1NC(C2=C(N1)N(N=C2C#N)[C@H](C)C=2C=NC(=CC2)C(F)(F)F)=O